N-(amino(2-((S or R)-1,2-dihydroxypropan-2-yl)thiazol-5-yl)(oxo)-λ6-sulfaneylidene)-2-(2-isopropyl-6-(2-methoxypyridin-4-yl)phenyl)acetamide NS(=NC(CC1=C(C=CC=C1C1=CC(=NC=C1)OC)C(C)C)=O)(=O)C1=CN=C(S1)[C@@](CO)(C)O |o1:29|